(S)-3-(4-((difluoromethyl)sulfonamido)-3-(1-(4-fluorophenyl)ethoxy)phenyl)-5-((3-methylisoxazol-5-yl)amino)-1H-pyrazole-4-carboxamide FC(S(=O)(=O)NC1=C(C=C(C=C1)C1=NNC(=C1C(=O)N)NC1=CC(=NO1)C)O[C@@H](C)C1=CC=C(C=C1)F)F